[O-2].S[Zn+2] mercaptozinc oxide